(Z)-(9H-fluoren-9-yl)methyl (3-(3-(3-(3,5-bis(trifluoromethyl)phenyl)-1H-1,2,4-triazol-1-yl)acryloyl)-3-azabicyclo[3.1.0]hexan-6-yl)carbamate FC(C=1C=C(C=C(C1)C(F)(F)F)C1=NN(C=N1)\C=C/C(=O)N1CC2C(C2C1)NC(OCC1C2=CC=CC=C2C=2C=CC=CC12)=O)(F)F